C(C)(C)(C)OC(=O)NCC1=CC(=CC2=CN(N=C12)C)NC(=O)C1=CC=C(C2=CN(N=C12)C)N1CCC(CC1)N(C(OC(C)(C)C)=O)C1CC1 tert-butyl N-[1-[7-[[7-[(tert-butoxycarbonylamino)methyl]-2-methyl-indazol-5-yl]carbamoyl]-2-methyl-indazol-4-yl]-4-piperidyl]-N-cyclopropyl-carbamate